[SiH]1=CC2=C1C=CC=C2 silabenzocyclobutene